4-acetyl-2-bromo-5-fluorophenyl sulfurofluoridate S(OC1=C(C=C(C(=C1)F)C(C)=O)Br)(=O)(=O)F